COC[C@H]1N(CCC1)/N=C\1/C(=CCCC1)C (S,E)-2-(methoxymethyl)-N-(2-methylcyclohex-2-en-1-ylidene)pyrrolidin-1-amine